phosphorus bis(2-benzyloxyethyl) oxide C(C1=CC=CC=C1)OCCOCCOCC1=CC=CC=C1.[P]